4-((3-(4-methyl-2-oxo-1,4-diazepan-1-yl)propyl)amino)pyrimidine-5-carbonitrile CN1CC(N(CCC1)CCCNC1=NC=NC=C1C#N)=O